tert-butyl 4-[2-[2-[2-[2-[2-[2-[2-[2-[2-[2-[2-(p-tolylsulfonyloxy) ethoxy]ethoxy] ethoxy]ethoxy]ethoxy]ethoxy]ethoxy]ethoxy] ethoxy]ethoxy]ethoxy]benzoate C1(=CC=C(C=C1)S(=O)(=O)OCCOCCOCCOCCOCCOCCOCCOCCOCCOCCOCCOC1=CC=C(C(=O)OC(C)(C)C)C=C1)C